N-(2-(2-(2-methoxy-7-methylquinoxalin-5-yl)benzo[d]thiazol-6-yloxy)ethyl)benzenesulfonamide ethyl-1-methyl-3-[(2,2,3,3-tetrafluoropropoxy)methyl]-1H-pyrazole-4-carboxylate C(C)OC(=O)C=1C(=NN(C1)C)COCC(C(F)F)(F)F.COC1=NC2=CC(=CC(=C2N=C1)C=1SC2=C(N1)C=CC(=C2)OCCNS(=O)(=O)C2=CC=CC=C2)C